C(C)(C)(C)OC(=O)N1[C@@](CCC1)(C)C#C.C[N+]1=C(C=CC=C1)C=CC1=CC(=CC=C1)C=O 1-methyl-2-(m-formylstyryl)pyridinium tert-butyl-(2R)-2-ethynyl-2-methylpyrrolidine-1-carboxylate